OC=1C=C(C=CC1O)C[C@H](C(=O)[O-])O (R)-3-(3,4-dihydroxyphenyl)-2-hydroxypropionate